C(C1=CC=CC=C1)OC(CN(CCNCC(=O)OCC1=CC=CC=C1)C(=O)OCOP(=O)(OCC1=CC=CC=C1)OCC1=CC=CC=C1)=O benzyl (2-((2-(benzyloxy)-2-oxoethyl)((((bis(benzyloxy)phosphoryl)oxy)methoxy)carbonyl)amino)ethyl)glycinate